tert-butyl (2,6-dimethyl-4-(4,4,5,5-tetramethyl-1,3,2-dioxaborolan-2-yl)benzyl)carbamate CC1=C(CNC(OC(C)(C)C)=O)C(=CC(=C1)B1OC(C(O1)(C)C)(C)C)C